C(C1=CC=CC=C1)C1=NC(=NN1)C(=O)N[C@@H]1C(N(C2=C(OC1)C=CC(=C2)C#CC(=C)C)C)=O (S)-5-benzyl-N-(5-methyl-7-(3-methylbut-3-en-1-yn-1-yl)-4-oxo-2,3,4,5-tetrahydrobenzo[b][1,4]oxazepin-3-yl)-1H-1,2,4-triazole-3-carboxamide